N-(2,2-difluoro-1-(4-iodophenyl)-4-(triethylsilyl)but-3-yn-1-yl)-9H-fluoren-9-imine FC(C(C1=CC=C(C=C1)I)N=C1C2=CC=CC=C2C=2C=CC=CC12)(C#C[Si](CC)(CC)CC)F